COCCCC=1N=CC(=NC1)C(=O)O 5-(3-methoxypropyl)pyrazine-2-carboxylic acid